C(O)C(CC)(C)CO 3,3-dimethylolbutane